(R)-(4-((1-(3-amino-5-(furan-3-yl)phenyl)ethyl)amino)-6-methoxy-2-methylquinazoline-7-yl)(morpholino)methanone NC=1C=C(C=C(C1)C1=COC=C1)[C@@H](C)NC1=NC(=NC2=CC(=C(C=C12)OC)C(=O)N1CCOCC1)C